C(C)(C)C1=C(NC2=CC=C(C=C12)C1CCN(CC1)CC(=O)N(C)C)C=1C=C(C=2N(C1)C=CN2)OC 2-(4-(3-isopropyl-2-(8-methoxyimidazo[1,2-a]pyridin-6-yl)-1H-indol-5-yl)piperidin-1-yl)-N,N-dimethylacetamide